(S*)-N5-Cyclopropyl-3-(hydroxymethyl)-N7-methyl-3-phenyl-2,3-dihydrobenzofuran-5,7-dicarboxamide C1(CC1)NC(=O)C=1C=C(C2=C([C@@](CO2)(C2=CC=CC=C2)CO)C1)C(=O)NC |o1:11|